OCCNCC1=C(C=C(C(=C1)Cl)OCC1=C(C(=CC=C1)C1=CC(=C(C=C1)OC)OC)Br)OCC1=CC(=CC=C1)C#N N-(hydroxyethyl)-2-(3-cyanobenzyloxy)-4-(2-bromo-3-(3,4-dimethoxyphenyl)benzyloxy)-5-chlorobenzylamine